FC(CO)(C)C1=C2CCN(C2=CC=C1)C(CNC1=C(C=CC(=C1)C1=NC(=NS1)C)C)=O 1-(4-(2-fluoro-1-hydroxypropan-2-yl)indolin-1-yl)-2-((2-methyl-5-(3-methyl-1,2,4-thiadiazol-5-yl)phenyl)amino)ethan-1-one